3-fluoro-6-methoxy-1-methylindazol-7-amine FC1=NN(C2=C(C(=CC=C12)OC)N)C